C(=O)(O)CC[P+](C1=CC=CC=C1)(C1=CC=CC=C1)C1=CC=CC=C1 (2-carboxyethyl)triphenylphosphonium